C(C=C)ON(S(=O)(=O)C1=C(C=CC=C1)[N+](=O)[O-])[C@@H]1C=C([C@H](N(C1)C(=O)OC(C)(C)C)C(=O)O)C1CC1 (2S,5R)-5-(N-(allyloxy)-2-nitrophenylsulfonamido)-1-(tert-butoxycarbonyl)3-cyclopropyl-1,2,5,6-tetrahydropyridine-2-carboxylic acid